C(C1=CC=CC=C1)N([C@H]1[C@@H]([C@H](CCC1)N)[2H])CC1=CC=CC=C1 |r| rac-(1R,2R,3S)-N1,N1-dibenzylcyclohexane-2-d-1,3-diamine